2-amino-4-nitrobenzaldehyde NC1=C(C=O)C=CC(=C1)[N+](=O)[O-]